FC(C=1C=C(C=C(C1)C(F)(F)F)C1C(C1C=O)(Cl)Cl)(F)F 3-(3,5-bis(trifluoromethyl)phenyl)-2,2-dichlorocyclopropane-1-carbaldehyde